ClC1=CC(=C(OCC2=CC=CC(=N2)OC2CCN(CC2)CC2=NC3=C(N2C[C@H]2OCC2)C=C(C=C3)C(=O)OC)C=C1)F (S)-methyl 2-((4-((6-((4-chloro-2-fluorophenoxy)methyl)pyridin-2-yl)oxy)piperidin-1-yl)methyl)-1-(oxetane-2-ylmethyl)-1H-benzo[d]imidazole-6-carboxylate